E-2-methyl-3-phenylpropenol C\C(=C/O)\CC1=CC=CC=C1